O1CCN(CC1)C1=C2C(=NC(=C1)N1N=C(C=C1)C=1C=C(C=CC1)C)C=C(O2)C(CCC2CCOCC2)O 1-(7-morpholino-5-(3-(m-tolyl)-1H-pyrazol-1-yl)furo[3,2-b]pyridin-2-yl)-3-(tetrahydro-2H-pyran-4-yl)propan-1-ol